(S)-2-(2,5-Dimethylfuran-3-carboxamido)-N1-(1-(2-(2-adamantylamino)-2-oxoethyl)-2-oxo-1,2-dihydropyridin-3-yl)-N6-methyl-5-oxohexandiamid CC=1OC(=CC1C(=O)N[C@H](C(=O)NC=1C(N(C=CC1)CC(=O)NC1C2CC3CC(CC1C3)C2)=O)CCC(C(=O)NC)=O)C